2-(4-bromophenyl)-3-(4-methoxyphenoxy)quinoline BrC1=CC=C(C=C1)C1=NC2=CC=CC=C2C=C1OC1=CC=C(C=C1)OC